C1(CC1)N1C=NC2=C1C=C(C=C2)C=O 3-cyclopropylbenzimidazole-5-carbaldehyde